tert-butyl N-[1-[3-(3-aminopyrazol-1-yl)phenyl]-1-methyl-ethyl]-N-methyl-carbamate NC1=NN(C=C1)C=1C=C(C=CC1)C(C)(C)N(C(OC(C)(C)C)=O)C